N(C(=O)N)C=1NC=CC(N1)=O 2-ureido-4(1H)-pyrimidinone